1-(2',3',4',6'-Tetra-O-benzoyl-β-D-glucopyranosyl)-4-(pyridin-2-yl)-1,2,3-triazole C(C1=CC=CC=C1)(=O)O[C@H]1[C@@H](O[C@@H]([C@H]([C@@H]1OC(C1=CC=CC=C1)=O)OC(C1=CC=CC=C1)=O)COC(C1=CC=CC=C1)=O)N1N=NC(=C1)C1=NC=CC=C1